3-(2-acetoxyethyl)-1,1-dimethyl-2-methylene-2,3-dihydro-1H-benzo[e]indole-7-sulfonic acid C(C)(=O)OCCN1C(C(C=2C3=C(C=CC12)C=C(C=C3)S(=O)(=O)O)(C)C)=C